C(C)N1CCC(CC1)NC(=O)C=1NC=C(C1)C=1C=NN(C1)C1=CC=CC=C1 N-(1-ethylpiperidin-4-yl)-4-(1-phenyl-1H-pyrazol-4-yl)-1H-pyrrole-2-carboxamide